CC=1\C(\C(N(N1)C1=CC=CC=C1)=O)=C/C1=CC=CC2=CC=CC=C12 (E)-5-methyl-4-(naphthalen-1-ylmethylene)-2-phenyl-2,4-dihydro-3H-pyrazol-3-one